3-(3-(5-methyl-2-(2,2,2-trifluoroethoxy)phenyl)-4-oxothiazolidin-2-ylidene)urea CC=1C=CC(=C(C1)N1C(SCC1=O)=NC(N)=O)OCC(F)(F)F